isocyanatotriethoxysilane N(=C=O)[Si](OCC)(OCC)OCC